bis(4-amino-2-chloro-3,5-diethylphenyl)Methane NC1=C(C(=C(C=C1CC)CC1=C(C(=C(C(=C1)CC)N)CC)Cl)Cl)CC